(S)-N-((1R,2R)-1-(2,3-dihydrobenzo[b][1,4]dioxin-6-yl)-1-hydroxy-3-(pyrrolidin-1-yl)propan-2-yl)-1-(tetrahydro-2H-pyran-4-yl)pyrrolidine-3-carboxamide O1C2=C(OCC1)C=C(C=C2)[C@H]([C@@H](CN2CCCC2)NC(=O)[C@@H]2CN(CC2)C2CCOCC2)O